C(C)(C)(C)OC(=O)N1CCN(CC1)C1=CN=C2N1N=CC(=C2)C=2C=NN(C2)C 4-[7-(1-methyl-1H-pyrazol-4-yl)imidazo[1,2-b]pyridazin-3-yl]piperazine-1-carboxylic acid tert-butyl ester